BrC1=CC=C2CN(C(C2=C1)=O)C(C(=O)OC)C1=CC=CC=C1 methyl 2-(6-bromo-1-oxoisoindolin-2-yl)-2-phenylacetate